COC1=CC=C(CN2C(C3(CC4=CC=CC=C24)CC3)=O)C=C1 1'-(4-methoxybenzyl)-1',4'-dihydro-2'H-spiro[cyclopropane-1,3'-quinolin]-2'-one